6-(2-ethyl-5-fluoro-4-hydroxyl-Phenyl)-1H-indazol C(C)C1=C(C=C(C(=C1)O)F)C1=CC=C2C=NNC2=C1